O1CCOCC1 (2S,6R)-dioxane